N1=CC(=CC=C1)S(=O)(=O)C1=CC=C(C(=O)O)C=C1 4-(3-Pyridylsulfonyl)benzoic acid